7-(4-{4-[4-(Dibutoxymethyl)piperidin-1-yl]-2-fluorophenyl}piperidin-1-yl)-4-methyl-1H-indole-3-carbonitrile C(CCC)OC(C1CCN(CC1)C1=CC(=C(C=C1)C1CCN(CC1)C=1C=CC(=C2C(=CNC12)C#N)C)F)OCCCC